tert-Butyl (3-fluoro-5-(1-(5-iodopyridin-2-yl)-1H-pyrazol-4-yl)benzyl)carbamate FC=1C=C(CNC(OC(C)(C)C)=O)C=C(C1)C=1C=NN(C1)C1=NC=C(C=C1)I